[Ac].C12(CCC(CC1)C2)NC(=O)C2=CC(=NC=C2)C2=CC(=CC(=C2)F)F N-{bicyclo[2.2.1]heptan-1-yl}-2-(3,5-difluorophenyl)pyridine-4-carboxamide actinium